OCCS(=O)(=O)CCC(=O)OC(C)(C)C tert-butyl 3-((2-hydroxyethyl)sulfonyl)propanoate